C(#N)[C@@H](C[C@@H]1C(NCC1)=O)NC(=O)[C@@H]1N([C@@H]2CC([C@H]1CC2)(F)F)C([C@@H](CC2CCC2)NC(C(F)(F)F)=O)=O (1S,3R,4S)-N-[(1R)-1-cyano-2-[(3R)-2-oxopyrrolidin-3-yl]ethyl]-2-[(2R)-3-cyclobutyl-2-[(2,2,2-trifluoroacetyl)amino]propanoyl]-5,5-difluoro-2-azabicyclo[2.2.2]octane-3-carboxamide